C(C)(=O)NCC=1C=C(C=NC1)B(O)O (5-[(ACETYLAMINO)METHYL]PYRIDIN-3-YL)BORONIC ACID